N[C@@H](CC(=O)OC(C)(C)C)C(=O)OCC1=CC(=CC(=C1)[N+](=O)[O-])[N+](=O)[O-] 4-(tert-butyl) 1-(3,5-dinitrobenzyl) L-aspartate